N1N=CC(=C1)C=1C2=C(C(=NC1)NCC=1C=C(C=CC1)NC(=O)C=1SC3=C(CN(CC3)C)N1)CCO2 N-(3-(((7-(1H-Pyrazol-4-yl)-2,3-dihydrofuro[3,2-c]pyridin-4-yl)amino)methyl)phenyl)-5-methyl-4,5,6,7-tetrahydrothiazolo[4,5-c]pyridin-2-carboxamid